cerium pentacobalt 8-[5-(1-ethyl-4-fluoro-3-methyl-1H-pyrazol-5-yl)-1H-1,2,4-triazol-3-yl]-3-methylimidazo[1,5-a]pyridine-6-carboxamide C(C)N1N=C(C(=C1C1=NC(=NN1)C=1C=2N(C=C(C1)C(=O)N)C(=NC2)C)F)C.[Co].[Co].[Co].[Co].[Co].[Ce]